4-amino-3,5-dichloro-benzamide NC1=C(C=C(C(=O)N)C=C1Cl)Cl